C[C@H]1[C@H](C[C@@]1(OC=1C=2N(C=C(N1)C=1C=NN(C1)C)N=CC2)C)N(C(OC(C)(C)C)=O)C tert-butyl ((1S,2S,3S)-2,3-dimethyl-3-((6-(1-methyl-1H-pyrazol-4-yl)pyrazolo[1,5-a]pyrazin-4-yl)oxy)cyclobutyl)(methyl)carbamate